3-hydroxybutyric acid sodium salt [Na+].OC(CC(=O)[O-])C